[Be].O[Si] hydroxyl-silicon beryllium